(S)-4-(1-(4-fluoro-2-isopropylpyridin-3-yl)-2-carbonyl-1,2,5,6,7,8-hexahydropyrido[3,4-d]pyrimidin-4-yl)-2,5-dimethylpiperazine-1-carboxylate FC1=C(C(=NC=C1)C(C)C)N1C(N=C(C2=C1CNCC2)N2C[C@@H](N(CC2C)C(=O)[O-])C)=C=O